NC1CC(C1)OC1=NOC(=C1C1=CC=2N(C=C1)N=C(C2)NC(=O)C2CC2)C N-[5-[3-(3-aminocyclobutoxy)-5-methyl-isoxazol-4-yl]pyrazolo[1,5-a]pyridin-2-yl]cyclopropanecarboxamide